(5-(1-methyl-2-oxo-1,2-dihydropyridin-4-yl)isoxazol-3-yl)methyl methanesulfonate CS(=O)(=O)OCC1=NOC(=C1)C1=CC(N(C=C1)C)=O